OC1=C(C=CC=C1)C(C1=CC=C(O1)C=O)N1CCN(CC1)C1=CC=C(C=C1)C 5-((2-hydroxyphenyl)(4-(p-tolyl)piperazin-1-yl)methyl)furan-2-carbaldehyde